C(\C=C(/C)\CCC=C(C)C)CC(=O)[O-].N.[K+] potassium ammonia geranylacetate